5-((5-(3,4-difluorophenyl)pyridin-3-yl)oxy)-2-(1-(piperidin-4-yl)-1H-pyrazol-4-yl)nicotinonitrile FC=1C=C(C=CC1F)C=1C=C(C=NC1)OC=1C=NC(=C(C#N)C1)C=1C=NN(C1)C1CCNCC1